C(C)(=O)OC=1C(=NC=CC1OC)C(=O)NC(C(=O)OC(C(C1=CC=C(C=C1)F)C1=CC=C(C=C1)F)C)C [2,2-bis(4-fluorophenyl)-1-methyl-ethyl] 2-[(3-acetoxy-4-methoxy-pyridine-2-carbonyl)amino]propanoate